[Br-].C(C)[N+](C)(C)C ethyl-trimethyl-ammonium bromide